F[C@H]1[C@H](O[C@@H]2OC(O[C@@H]21)(C)C)C(C)(C)O 2-((3aR,5R,6S,6aS)-6-Fluoro-2,2-dimethyltetrahydrofuro[2,3-d][1,3]dioxol-5-yl)propan-2-ol